Tributyl-Phosphine Chloride [Cl-].C(CCC)P(CCCC)CCCC